C1(CC1)C1CN(CCO1)C(=O)C=1C=CC(=NC1)NC1=C2C(=NC(=C1)OC=1C(=CC(=NC1)C#N)C)N(C=N2)C 5-[7-[[5-(2-cyclopropylmorpholine-4-carbonyl)pyridin-2-yl]amino]-3-methylimidazo[4,5-b]pyridin-5-yl]oxy-4-methyl-pyridine-2-carbonitrile